FC1=C(C(=CC=C1)F)C1=C(C=CC=C1)[C@H]1[C@@H](C1)C(=O)N1C[C@H](CC1)NS(=O)(=O)C N-{(3S)-1-[(1R,2R)-2-(2',6'-difluoro[1,1'-biphenyl]-2-yl)cyclopropane-1-carbonyl]pyrrolidin-3-yl}methanesulfonamide